(3S)-3-methylmorpholin C[C@@H]1NCCOC1